C(#N)C1=C(C=C(COC2=CC=CC(=N2)C2CCN(CC2)CC2=NC3=C(N2CCOC)C=C(C=C3)C(=O)O)C=C1)C 2-((4-(6-((4-cyano-3-methylbenzyl)oxy)pyridin-2-yl)piperidin-1-yl)methyl)-1-(2-methoxyethyl)-1H-benzo[d]imidazole-6-carboxylic acid